FC1=C(N)C=C(C(=C1)OC)C(=O)N1C=CC2=CC=CC=C12 2-fluoro-5-[(indol-1-yl)carbonyl]-4-methoxyaniline